ClC1=C(C=NN1C(CO)(C)C)S(=O)(=O)NC=1C=CC(=C2C(=CNC12)C#N)C 5-Chloro-N-(3-cyano-4-methyl-1H-indol-7-yl)-1-(2-hydroxy-1,1-dimethylethyl)pyrazol-4-sulfonamid